FC1=C(N(C=C1)C1=CC=CC=C1)C1=CC=C(N(C)C)C=C1 4-(3-fluoro-1-phenyl-1H-pyrrol-2-yl)-N,N-dimethylaniline